C(C=C)(=O)N1CC2(C1)CNCC2 2-(2-propenoyl)-2,6-diazaspiro[3.4]octan